3-[5-[4-[2-[tert-butyl(dimethyl)silyl]oxyethyl]-1-piperidyl]-3-methyl-2-oxo-benzimidazol-1-yl]piperidine-2,6-dione [Si](C)(C)(C(C)(C)C)OCCC1CCN(CC1)C1=CC2=C(N(C(N2C)=O)C2C(NC(CC2)=O)=O)C=C1